2-((1R,2R)-2-((5-bromo-2-methylpyrimidin-4-yl)amino)cyclopentyl)propan-2-ol BrC=1C(=NC(=NC1)C)N[C@H]1[C@@H](CCC1)C(C)(C)O